5-[(4R,10bS)-4-methyl-8-(1,4-oxazepan-6-ylamino)-3,4,6,10b-tetrahydro-1H-pyrazino[2,1-a]isoindol-2-yl]quinoline-8-carbonitrile C[C@@H]1CN(C[C@H]2N1CC1=CC(=CC=C21)NC2CNCCOC2)C2=C1C=CC=NC1=C(C=C2)C#N